FC1(CC(C1)C1=C(C=C(C=C1)[C@@H](NC(=O)[C@H]1N(C[C@@H](C1)F)C(CC=1OC=C(N1)C)=O)C1=CC=CC=C1)F)F (2S,4R)-N-[(S)-[4-(3,3-difluorocyclobutyl)-3-fluorophenyl](phenyl)methyl]-4-fluoro-1-[2-(4-methyl-1,3-oxazol-2-yl)acetyl]pyrrolidine-2-carboxamide